benzyl (2S,4R)-4-fluoro-4-(fluoromethyl)-1-((3-methyl-4-phenoxybenzoyl) glycyl)pyrrolidine-2-carboxylate F[C@@]1(C[C@H](N(C1)C(CNC(C1=CC(=C(C=C1)OC1=CC=CC=C1)C)=O)=O)C(=O)OCC1=CC=CC=C1)CF